NC=1C(N(C2=C(N1)SC(=C2)C(=O)N[C@H]2CN(CC2)CC2=NN=CN2C)C2=CC1=C(OCCN1C1=CC=CC=C1)C=C2)=O (R)-3-amino-N-(1-((4-methyl-4H-1,2,4-triazol-3-yl)methyl)pyrrolidin-3-yl)-2-oxo-1-(4-phenyl-3,4-dihydro-2H-benzo[b][1,4]oxazin-6-yl)-1,2-dihydrothieno[2,3-b]pyrazine-6-carboxamide